ClCC(=O)NC1=CC=C(C=C1)S(N)(=O)=O 2-chloro-N-(4-sulfamoylphenyl)acetamide